tri(4-methylaminophenyl)methane CNC1=CC=C(C=C1)C(C1=CC=C(C=C1)NC)C1=CC=C(C=C1)NC